ClCC1=NC2=C(N1C[C@H]1OCC1)C=C(C=C2)C(=O)OC (S)-methyl 2-(chloromethyl)-1-(oxetan-2-ylmethyl)-1H-benzo[d]imidazole-6-carboxylate